OCC[N+](C)(C)C.[Si](C)(C)(C(C)(C)C)OC(CCCCCCCC(=O)[O-])C(CCCCCCCC)O[Si](C)(C)C(C)(C)C 9,10-bis(tert-butyldimethylsilyloxy)stearic acid hydroxyethyl-trimethyl-ammonium salt